acetic acid, ethoxy-1-methylethyl ester C(C)(=O)OC(C)(C)OCC